C(C1=CC=CC=C1)OCCC(=O)C (R)-2-(2-(benzyloxy)ethyl)oxapropylene